ClC1=CC=C2C(=CNC2=C1C1=CN=CO1)S(=O)(=O)Cl 6-chloro-7-oxazol-5-yl-1H-indole-3-sulfonyl chloride